oxazol-5-ylmethyl (4-(1-(dimethylcarbamoyl)piperidin-4-yl)-3-fluorophenyl)carbamate CN(C(=O)N1CCC(CC1)C1=C(C=C(C=C1)NC(OCC1=CN=CO1)=O)F)C